CCCCCCCCCCCCCC(CC(=O)[O-])O The molecule is a 3-hydroxy fatty acid anion that is the conjugate base of 3-hydroxypalmitic acid, obtained by deprotonation of the carboxy group; major species at pH 7.3. It is a long-chain fatty acid anion and a 3-hydroxy fatty acid anion. It derives from a hexadecanoate. It is a conjugate base of a 3-hydroxypalmitic acid.